Cl.BrC1=C(C(=C(C(=O)O)C=C1Cl)COC[C@@H]1NCCN(C1)C(=O)OC(C)(C)C)C 4-bromo-2-[[(2R)-4-tert-butoxycarbonylpiperazin-2-yl]methoxymethyl]-5-chloro-3-methyl-benzoic acid hydrochloride